4-(2-(4-(3-(6-Cyano-5-(trifluoromethyl)pyridin-3-yl)-5,5-dimethyl-4-oxo-2-thioxoimidazolidin-1-yl)-2-isopropylphenoxy)ethyl)piperazine-1-carboxylic acid tert-butyl ester C(C)(C)(C)OC(=O)N1CCN(CC1)CCOC1=C(C=C(C=C1)N1C(N(C(C1(C)C)=O)C=1C=NC(=C(C1)C(F)(F)F)C#N)=S)C(C)C